(ethenylphenyl)methyl-1,2-ethanediamine C(=C)C1=C(C=CC=C1)CC(CN)N